CN1N=CC(=C1)C1=CC=C2C(=N1)C(=CS2)C2=C1C(=NC=C2)N(C=C1)S(=O)(=O)C1=CC=C(C)C=C1 5-(1-methyl-1H-pyrazol-4-yl)-3-(1-tosyl-1H-pyrrolo[2,3-b]pyridin-4-yl)thieno[3,2-b]pyridine